4-((4-((3-bromo-2-hydroxy-4-((4-hydroxy-2-methoxy-6-methylbenzoyl)oxy)-5,6-dimethyl-benzoyl)oxy)-2,3,6-trimethylbenzoyl)oxy)-6-methoxy-2,3-dimethylbenzoic acid BrC=1C(=C(C(=O)OC2=C(C(=C(C(=O)OC3=C(C(=C(C(=O)O)C(=C3)OC)C)C)C(=C2)C)C)C)C(=C(C1OC(C1=C(C=C(C=C1C)O)OC)=O)C)C)O